tert-butyl (5-(4-bromo-3-fluorophenyl)-5-oxopentyl)carbamate BrC1=C(C=C(C=C1)C(CCCCNC(OC(C)(C)C)=O)=O)F